ethyl 2-[(2S)-2-(tert-butoxycarbonylamino)propoxy]-5-chloro-pyridine-4-carboxylate C(C)(C)(C)OC(=O)N[C@H](COC1=NC=C(C(=C1)C(=O)OCC)Cl)C